CN(CCCCCCCC(=O)N(CC)CCCCCO)CCCCCCCC(=O)N(CCCCCO)CC 8,8'-(methylazanediyl)bis(N-ethyl-N-(5-hydroxypentyl)octanamide)